butane-d-ol C(CCC)(O)[2H]